NC1=C(C(=NC(=N1)N1CCC2(CC1)C(C=1C(=NC=CC1)C2)=O)C#N)C2=C(C(=CC=C2)Cl)Cl 6-amino-5-(2,3-dichlorophenyl)-2-(5-oxo-5,7-dihydrospiro[cyclopenta[b]pyridine-6,4'-piperidine]-1'-yl)pyrimidine-4-carbonitrile